N[C@@H](CS)C(=O)NCC(=O)O cysteinyl-glycine